5-chloro-8-((4-fluoro-1-(furan-3-yl)-1H-indol-6-yl)sulfonyl)-3-hydroxyquinazoline-2,4(1H,3H)-dione ClC1=C2C(N(C(NC2=C(C=C1)S(=O)(=O)C1=CC(=C2C=CN(C2=C1)C1=COC=C1)F)=O)O)=O